ClC=1N=C(C2=C(N1)C=CC=N2)NC2CCCC2 2-chloro-N-cyclopentylpyrido[3,2-d]Pyrimidine-4-amine